C(C1=CC=CC=C1)OC1CCC(CC1)C=1NC(=C(N1)C)C1=CC=C(C=C1)Cl 2-(4-(benzyloxy)cyclohexyl)-5-(4-chlorophenyl)-4-methyl-1H-imidazole